C(C(C)C)(=O)OC=1C(=NC=CC1OC)C(N[C@@H](C)C1=NOC(=N1)C1C(C1C1=CC=C(C=C1)F)C1=CC=C(C=C1)F)=O 2-(((1S)-1-(5-(2,3-bis(4-fluorophenyl)cyclopropyl)-1,2,4-oxadiazol-3-yl)ethyl)carbamoyl)-4-methoxypyridin-3-yl isobutyrate